methyl (Z)-2-[5-(cyclohexen-1-yl)-2-methyl-phenoxy]-3-methoxy-prop-2-enoate C1(=CCCCC1)C=1C=CC(=C(O\C(\C(=O)OC)=C/OC)C1)C